N-[(1R,3S)-3-{[6-chloro-2-(trifluoromethyl)quinolin-4-yl]amino}cyclohexyl]-1-(2-fluoroethyl)-5-methyl-1H-pyrazole-4-carboxamide ClC=1C=C2C(=CC(=NC2=CC1)C(F)(F)F)N[C@@H]1C[C@@H](CCC1)NC(=O)C=1C=NN(C1C)CCF